benzyl (3R,5R)-3-((tert-butoxycarbonyl)amino)-5-(trifluoromethyl)piperidine-1-carboxylate C(C)(C)(C)OC(=O)N[C@H]1CN(C[C@@H](C1)C(F)(F)F)C(=O)OCC1=CC=CC=C1